[6-[[2-fluoro-4-(trifluoromethyl)phenyl]methyl]-2-azaspiro[3.3]heptan-2-yl]-[(3S)-3-(tetrazol-1-yl)pyrrolidin-1-yl]methanone FC1=C(C=CC(=C1)C(F)(F)F)CC1CC2(CN(C2)C(=O)N2C[C@H](CC2)N2N=NN=C2)C1